(r,Z)-6-amino-3-(3-(cyanomethylene)-1',2'-dihydrospiro[cyclobutane-1,3'-pyrrolo[2,3-b]pyridin]-5'-yl)-2-fluoro-N,N-dimethylbenzamide NC1=CC=C(C(=C1C(=O)N(C)C)F)C=1C=C2C(=NC1)NCC21CC(C1)=CC#N